COC(CCC(CC=C)(C)C)=O 4,4-dimethyl-6-heptenoic acid methyl ester